(R)-1-isopropylpyrrolidine-2-carboxylic acid C(C)(C)N1[C@H](CCC1)C(=O)O